C(#N)C1=NC2=CC(=CC(=C2N=C1N1CCC(CC1)(F)F)C(C)NC1=C(C(=O)O)C=CC=C1)C 2-((1-(2-cyano-3-(4,4-difluoropiperidin-1-yl)-7-methylquinoxalin-5-yl)ethyl)amino)benzoic acid